FC1=C(CC2=NC3=C(N2C[C@H]2OCC2)C=C(C=C3)C(=O)OC)C=C(C(=C1)C1=NC(=CC=C1)OCC1=NN(C=C1)C1=CC=CC=C1)F Methyl (S)-2-(2,5-difluoro-4-(6-((1-phenyl-1H-pyrazol-3-yl)methoxy)pyridin-2-yl)benzyl)-1-(oxetan-2-ylmethyl)-1H-benzo[d]imidazole-6-carboxylate